F[C@H]1[C@H](O[C@@H]([C@H]1O)CO)N1C(N=C(C=C1)NC(C1=CN=C(C=C1)OC)=O)=O N-(1-((2S,3R,4R,5R)-3-fluoro-4-hydroxy-5-(hydroxymethyl)tetrahydrofuran-2-yl)-2-oxo-1,2-dihydropyrimidin-4-yl)-6-methoxynicotinamide